NC(CCC(=O)NC1=C(C=C(C=C1)S(=O)(=O)NC1=CN=CS1)F)=N 5-[[4-[(4-Amino-4-imino-butanoyl)amino]-3-fluoro-phenyl]sulfonylamino]thiazol